2-hydroxy-1-(4-(3-(hydroxymethyl)benzyl)phenyl)-2-methyl-1-propanone OC(C(=O)C1=CC=C(C=C1)CC1=CC(=CC=C1)CO)(C)C